8-(1-methyl-1,2,3,6-tetrahydropyridin-4-yl)dibenzo[b,d]furan-3-yl-L-leucine methyl ester COC([C@@H](NC=1C=CC2=C(OC3=C2C=C(C=C3)C=3CCN(CC3)C)C1)CC(C)C)=O